FC(C1(CC(C1)(F)F)C(=O)O)F 1-(difluoromethyl)-3,3-difluorocyclobutane-1-carboxylic acid